C(C)(C)(C)OC(=O)N1CCN(CC1)C=1N=NC(=CC1)C(NC1CCC(CC1)OC1=CC(=C(C=C1)C#N)Cl)=O 4-(6-(((1r,4r)-4-(3-chloro-4-cyanophenoxy)cyclohexyl)carbamoyl)pyridazin-3-yl)piperazine-1-carboxylic acid tert-butyl ester